FC(O[C@H]1C[C@H](C1)C=1NC=C(N1)CC1=CC=NC=C1)(F)F (cis)-4-((2-(3-(trifluoromethoxy)cyclobutyl)-1H-imidazole-4-yl)methyl)pyridine